(R)-4,4'-dimethoxycarbonyl-6,6'-dichloro-2,2'-diethoxy-1,1'-binaphthyl COC(=O)C1=CC(=C(C2=CC=C(C=C12)Cl)C1=C(C=C(C2=CC(=CC=C12)Cl)C(=O)OC)OCC)OCC